COC=1C(=C(C=CC1)NS(=O)(=O)CCC)C N-(3-methoxy-2-methylphenyl)propane-1-sulfonamide